C(CCCCCCCC)(=O)C([C@H](OC(CCCCCCCC)=O)[C@@H](O)[C@H](O)CO)O 1,2-O-dinonanoyl-xylitol